5-(tert-butyl)-3-(1,1-diphenylethyl)-2-hydroxybenzaldehyde C(C)(C)(C)C=1C=C(C(=C(C=O)C1)O)C(C)(C1=CC=CC=C1)C1=CC=CC=C1